methyl 2-[3-(2-[bicyclo[1.1.1]pentan-1-ylamino] pyrimidin-5-yl)-6-oxopyridazin-1-yl]acetate C12(CC(C1)C2)NC2=NC=C(C=N2)C2=NN(C(C=C2)=O)CC(=O)OC